4-benzyl-1-(6-fluoro-3-(4-(methylsulfonyl)piperazine-1-carbonyl)quinolin-4-yl)piperidine-4-carbonitrile C(C1=CC=CC=C1)C1(CCN(CC1)C1=C(C=NC2=CC=C(C=C12)F)C(=O)N1CCN(CC1)S(=O)(=O)C)C#N